5-((1R,3R)-2-(bicyclo[1.1.1]pentan-1-yl)-3-methyl-2,3,4,9-tetrahydro-1H-pyrido[3,4-b]indol-1-yl)-N-((S)-1-(3-fluoropropyl)pyrrolidin-3-yl)pyridin-2-amine C12(CC(C1)C2)N2[C@@H](C=1NC3=CC=CC=C3C1C[C@H]2C)C=2C=CC(=NC2)N[C@@H]2CN(CC2)CCCF